C(C)(C)(C)OC(=O)N1C(C(=C(CC1)NCC1=NC=NC=C1)C(NC1=C(C(=CC=C1)Cl)OC)=S)=O 3-[(3-chloro-2-methoxyphenyl)thiocarbamoyl]-2-oxo-4-[(pyrimidin-4-ylmethyl)amino]-5,6-dihydropyridine-1-carboxylic acid tert-butyl ester